C(C)(C)(C)OC(NCCCN1CCN(CC1)CCCN(C)C\C=C\C(=O)N1C[C@@H](CCC1)N1N=C(C=2C1=NC=NC2N)C2=CC=C(C=C2)OC2=CC=CC=C2)=O tert-butyl-N-[3-[4-[3-[[(E)-4-[(3R)-3-[4-amino-3-(4-phenoxyphenyl) pyrazolo[3,4-d]-pyrimidin-1-yl]-1-piperidyl]-4-oxo-but-2-enyl]-methyl-amino]propyl]piperazin-1-yl]propyl]carbamate